NC1=C(C(=O)O)C=C(C(=C1)O)N1C(=CC=C1C)C 2-amino-5-(2,5-dimethyl-1H-pyrrol-1-yl)-4-hydroxyBenzoic acid